2,2-bis-(t-butylperoxy)butane C(C)(C)(C)OOC(C)(CC)OOC(C)(C)C